OCCC(CC(C)C)NS(=O)(=O)C1=CC=C(C=C1)OC(F)(F)F N-(1-hydroxy-5-methylhexan-3-yl)-4-(trifluoromethoxy)benzenesulfonamide